The molecule is a linear amino trisaccharide consisting of alpha-KDN, beta-D-galactose and N-acetyl-D-glucosamine residues linked sequentially (2->6) and (1->4). It has a role as an epitope. It is an amino trisaccharide and a glucosamine oligosaccharide. CC(=O)N[C@@H]1[C@H]([C@@H]([C@H](OC1O)CO)O[C@H]2[C@@H]([C@H]([C@H]([C@H](O2)CO[C@@]3(C[C@@H]([C@H]([C@@H](O3)[C@@H]([C@@H](CO)O)O)O)O)C(=O)O)O)O)O)O